C(C)[C@@]1([C@H]([C@@H](C1)C1=CC=CC=C1)C1=NC=CC=C1)C1=NC2=CC=CC=C2C(=C1)C ((1R,2S,3R)-1-ethyl-3-phenyl-2-(pyridin-2-yl)cyclobutyl)-4-methylquinoline